CNC1C2CC3(CC(CC1C3)C2)O 4-(methylamino)adamantan-1-ol